C(C)(C)(C)OC(=O)N1C(C2(C1)CCC2)CCO (2-hydroxyethyl)-2-azaspiro[3.3]Heptane-2-carboxylic acid tert-butyl ester